CC1=CN=C(N=N1)S(=O)C 6-methyl-3-(methylsulfinyl)-1,2,4-triazin